C(C=C)(=O)NC=1C=C(C=CC1C(=O)N1CCOCC1)NC1=CC(=CN(C1=O)C)C=1C(=C(C=CC1)NC(C1=CC(=CC=C1)C(F)(F)F)=O)C N-(3-(5-((3-acrylamido-4-(morpholine-4-carbonyl)phenyl)amino)-1-methyl-6-oxo-1,6-dihydropyridin-3-yl)-2-methylphenyl)-3-(trifluoromethyl)benzamide